C1(=CC=CC=C1)C(CC1C(CCC1)CCCCC(C)=O)C1=CC=CC=C1 2-(2,2-diphenyl-ethyl)cyclopentaneHexanone